C1(CCC1)CN1N=C(CC1OC)C 1-(cyclobutylmethyl)-5-methoxy-3-methyl-4,5-dihydro-1H-pyrazole